pyrido[2,3-b]pyrazine-3,6-diamine N1=C2C(=NC(=C1)N)N=C(C=C2)N